ClC=1C=C2C(CN(CC2=C(C1)Cl)C)C=1C=C(C=CC1)S(=O)(=O)NCCOCCC1=C(C=CC(=C1)S(=O)(=O)N)C1=CC=C(C=C1)S(=O)(=O)N 2-(2-(2-(3-(6,8-dichloro-2-methyl-1,2,3,4-tetrahydroisoquinolin-4-yl)phenylsulfonylamino)ethoxy)ethyl)biphenyl-4,4'-disulfonamide